(S)-2-((1-(4-(trimethylsilyl)-1H-1,2,3-triazol-5-yl)propan-2-yl)oxy)acetic acid C[Si](C=1N=NNC1C[C@H](C)OCC(=O)O)(C)C